(Z)-4,4'-(2-((3,5-bis(4-(diphenylamino)phenyl)-1H-pyrrol-2-yl)imino)-2H-pyrrol-3,5-diyl)bis(N,N-diphenylaniline) C1(=CC=CC=C1)N(C1=CC=C(C=C1)C1=C(NC(=C1)C1=CC=C(C=C1)N(C1=CC=CC=C1)C1=CC=CC=C1)\N=C\1/N=C(C=C1C1=CC=C(N(C2=CC=CC=C2)C2=CC=CC=C2)C=C1)C1=CC=C(N(C2=CC=CC=C2)C2=CC=CC=C2)C=C1)C1=CC=CC=C1